CN1C(N(C2=C1C(=CC=C2)N2CCC(CC2)=O)C2C(NC(CC2)=O)=O)=O 3-[3-methyl-2-oxo-4-(4-oxo-1-piperidyl)benzimidazol-1-yl]piperidine-2,6-dione